NCCCC[C@@H](C(=O)N[C@H](C(=O)N[C@H](C(=O)N[C@H](C(=O)N)CCC=1N=CNC1)C)C)NC(CCCCCCCCCCCCCCC)=O N-((S)-6-amino-1-(((S)-1-(((S)-1-(((S)-1-amino-4-(1H-imidazol-4-yl)-1-oxobutan-2-yl)amino)-1-oxopropan-2-yl)amino)-1-oxopropan-2-yl)amino)-1-oxohexan-2-yl)palmitamide